3-[5-(4-methylpiperazin-1-yl)-1H-pyrazolo[4,3-b]pyridin-3-yl]propionic acid CN1CCN(CC1)C1=CC=C2C(=N1)C(=NN2)CCC(=O)O